(2-(4-amino-5-fluoropyrimidin-2-yl)octahydrocyclopenta[c]pyrrol-5-yl)(5-(2,5-difluorophenyl)-4,5-dihydro-1H-pyrazol-1-yl)methanone NC1=NC(=NC=C1F)N1CC2C(C1)CC(C2)C(=O)N2N=CCC2C2=C(C=CC(=C2)F)F